COC(=O)C1=NC=C(C=C1)NC1=NC(=CC=C1)N1C=NC=C1 5-[6-(1H-imidazol-1-yl)pyridin-2-ylamino]pyridine-2-carboxylic acid methyl ester